ClC1=C(C=CC=C1C1C(NC(CC1)=O)=O)C1=CC=C(C=C1)N1C(CN(CC1)CC(F)(F)F)=O 3-(2-chloro-4'-(2-oxo-4-(2,2,2-trifluoroethyl)piperazin-1-yl)-[1,1'-biphenyl]-3-yl)piperidine-2,6-dione